C1(CCCCC1)C=1NC=C(N1)C=O 2-CYCLOHEXYL-1H-IMIDAZOLE-4-CARBALDEHYDE